C1=NN=C2N1C1=CC=CC=C1C=N2 [1,2,4]triazolo[4,3-a]quinazoline